1,3-dimethyl-2-(o-Methoxyphenyl)benzimidazole CN1C(N(C2=C1C=CC=C2)C)C2=C(C=CC=C2)OC